C(C)C1=NC2=CC(=C(C=C2C(=N1)NCN1CCNCC1)OC)OCCCN1CCCC1 2-ethyl-6-methoxy-N-(piperazin-1-ylmethyl)-7-(3-(pyrrolidin-1-yl)propoxy)quinazolin-4-amine